C(C)C1C(C1C=1C=NN(C1)C)C(=O)OC(C)(C)C trans-tert-Butyl 2-ethyl-3-(1-methylpyrazol-4-yl)cyclopropanecarboxylate